2-(2,6-dioxopiperidin-3-yl)-5-(methyl((1R,2R)-2-(methylamino)cyclohexyl)amino)isoindoline-1,3-dione O=C1NC(CCC1N1C(C2=CC=C(C=C2C1=O)N([C@H]1[C@@H](CCCC1)NC)C)=O)=O